phenanthren-3-ylnaphthalene-2-sulfonate C1=CC(=CC=2C3=CC=CC=C3C=CC12)OS(=O)(=O)C1=CC2=CC=CC=C2C=C1